FC1=C(C=C(C=C1)C1=NC=CC=C1C=1C=C2C=NNC2=C(C1)C)C 5-(2-(4-Fluoro-3-methylphenyl)pyridin-3-yl)-7-methyl-1H-indazole